FC1(CC2(C1)CC(NCC2)C2=CC=C(C=C2)C(C)(C)O)F 2-(4-(2,2-difluoro-7-azaspiro[3.5]non-6-yl)phenyl)propan-2-ol